[NH4+].S(=O)(=O)(OC1=C(C=CC=C1)CC=C)[O-] allylphenyl sulphate ammonium